COC1=CC=C(CN2C(N(CCC2=O)C2=CN=CC3=CC(=CC=C23)C2=CCN(CC2)C(=O)OC(C)(C)C)=O)C=C1 tert-butyl 4-(4-(3-(4-methoxybenzyl)-2,4-dioxotetrahydropyrimidin-1(2H)-yl) isoquinolin-7-yl)-5,6-dihydropyridine-1(2H)-carboxylate